(3S,4R,5R)-3-fluoro-1-(4-((5-isopropyl-8-((2R,3S)-2-methyl-3-((methylsulfonyl)methyl)azetidin-1-yl)isoquinolin-3-yl)amino)pyrimidin-2-yl)-5-methoxypiperidin-4-ol F[C@H]1CN(C[C@H]([C@H]1O)OC)C1=NC=CC(=N1)NC=1N=CC2=C(C=CC(=C2C1)C(C)C)N1[C@@H]([C@H](C1)CS(=O)(=O)C)C